1-methyl-2-phenyl-3-(2-chloro-4-pyrimidinyl)indole iridium [Ir].CN1C(=C(C2=CC=CC=C12)C1=NC(=NC=C1)Cl)C1=CC=CC=C1